tert-butyl ((2-(trimethylsilyl)ethyl)sulfonyl)carbamate C[Si](CCS(=O)(=O)NC(OC(C)(C)C)=O)(C)C